N-(1-(2-Chloro-7-methylthieno[3,2-d]pyrimidin-4-yl)piperidin-4-yl)-2,2-dimethyl-3-(pyridin-4-yl)propanamide ClC=1N=C(C2=C(N1)C(=CS2)C)N2CCC(CC2)NC(C(CC2=CC=NC=C2)(C)C)=O